tert-butyl (2-((3,5-dimethyl-7-((5-methyl-1H-pyrazol-1-yl)methyl)adamantan-1-yl)amino)-2-oxoethyl)carbamate CC12CC3(CC(CC(C1)(C3)C)(C2)CN2N=CC=C2C)NC(CNC(OC(C)(C)C)=O)=O